6-(Tert-butyl) 2-methyl 7-((3-((tert-butyldimethylsilyl)oxy)propoxy)methyl)-7,8-dihydro-1,6-naphthyridine-2,6(5H)-dicarboxylate [Si](C)(C)(C(C)(C)C)OCCCOCC1N(CC=2C=CC(=NC2C1)C(=O)OC)C(=O)OC(C)(C)C